C(C)(C)(C)C=1C=CC=2C(NS(C=3C=CC=C(NC(CC[C@H]4CC(N(C2N1)C4)(C)C)C4=NC=CC(=C4)C(=O)N)N3)(=O)=O)=O 2-[(14S)-8-tert-Butyl-12,12-dimethyl-2,2,4-trioxo-2λ6-thia-3,9,11,18,23-pentaazatetracyclo[17.3.1.111,14.05,10]tetracosa-1(23),5(10),6,8,19,21-hexaen-17-yl]pyridine-4-carboxamide